6-chloro-N-((1R,2R,4S)-7-cyano-7-azabicyclo[2.2.1]heptan-2-yl)-1-(4-methyl-2-pyrimidinyl)-2,3-dihydro-1H-indole-5-carboxamide ClC1=C(C=C2CCN(C2=C1)C1=NC=CC(=N1)C)C(=O)N[C@H]1[C@H]2CC[C@@H](C1)N2C#N